C1(=CC=CC=C1)C(CCCCCCCCC(=O)O)C 10-phenylundecanoic acid